NC1=C(C=C(C=C1)C1=CC=C(C=C1)C(F)(F)F)O 4-amino-4'-(trifluoromethyl)-[1,1'-biphenyl]-3-ol